COC1=NC=CC(=C1N1CCC(CC1)N1C(N(C=2C([C@H]1C)=CN(N2)C)CC2=NC=CC=C2C(F)(F)F)=O)C (R)-5-(2'-Methoxy-4'-methyl-3,4,5,6-tetrahydro-2H-[1,3']bipyridinyl-4-yl)-2,4-dimethyl-7-(3-trifluoromethyl-pyridin-2-ylmethyl)-2,4,5,7-tetrahydro-pyrazolo[3,4-d]pyrimidin-6-on